5-[1-(tert-butoxycarbonyl)-1,7-diazaspiro[3.5]non-7-yl]cinnoline-8-carboxylic acid C(C)(C)(C)OC(=O)N1CCC12CCN(CC2)C2=C1C=CN=NC1=C(C=C2)C(=O)O